O.O.O.O.[FeH2] Iron hydride tetrahydrate